N-[5-[5-methyl-3-[[(2S)-1-methyl-2-piperidyl]methoxy]isoxazol-4-yl]pyrazolo[1,5-a]pyridin-2-yl]cyclopropanecarboxamide CC1=C(C(=NO1)OC[C@H]1N(CCCC1)C)C1=CC=2N(C=C1)N=C(C2)NC(=O)C2CC2